methyl-bis(oleylaminoethyl)2-hydroxyethyl-ammonium methyl-sulfate COS(=O)(=O)[O-].C[N+](CCO)(CCNCCCCCCCC\C=C/CCCCCCCC)CCNCCCCCCCC\C=C/CCCCCCCC